7-hydrazino-4-methylcoumarin hydrochloride salt Cl.N(N)C1=CC=C2C(=CC(OC2=C1)=O)C